2-(3-thienyl)aniline S1C=C(C=C1)C1=C(N)C=CC=C1